ClC(C(CC(=O)[O-])(C)C)CCl 4,5-dichloro-3,3-dimethylvalerate